OC(C)(C)C=1C=C(C(=O)O)C=CC1C 3-(1-hydroxy-1-methylethyl)-4-methyl-benzoic acid